BrC1=CC=C(C=C1)[C@H](C)NC(CN1N=NC2=C(C1=O)C=CC=C2)=O (S)-N-(1-(4-bromophenyl)ethyl)-2-(4-oxo-benzo[d][1,2,3]triazin-3(4H)-yl)acetamide